ClCC(=O)N1CC(C1)N1C(N(C2=CC=C(C=C2C1=O)S(=O)(=O)NC1(CC1)C)CC1CC1)=O 3-(1-(2-chloroacetyl)azetidin-3-yl)-1-(cyclopropylmethyl)-N-(1-methylcyclopropyl)-2,4-dioxo-1,2,3,4-tetrahydroquinazoline-6-sulfonamide